C(C1=CC=CC=C1)O[C@H]1[C@@H]([C@@H](O[C@]1(CF)COCC1=CC=CC=C1)N1C(NC(C(=C1)F)=O)=O)O 1-[(2R,3S,4S,5R)-4-(benzyloxy)-5-[(benzyloxy)methyl]-5-(fluoromethyl)-3-hydroxyoxolan-2-yl]-5-fluoro-3H-pyrimidine-2,4-dione